C(C)(=O)N1CCC(CC1)C1=NN(C=2C=CC=C(C12)C=1C=C2C=NN(C2=CC1)C)CC(=O)NCC(=O)NCC(=O)O (2-(3-(1-acetylpiperidin-4-yl)-1'-methyl-1H,1'H-[4,5'-biindazol]-1-yl)acetyl)glycylglycine